C(#C)C1CN=C2N1C1=CC=C(C=C1C(N2C)=O)S(=O)(=O)NC2(CC2)C 1-ethynyl-4-methyl-N-(1-methylcyclopropyl)-5-oxo-1,2,4,5-tetrahydroimidazo[1,2-a]quinazoline-7-sulfonamide